C(C)(C)(C)C=1OC=C(N1)C(=O)NC1=C(C=C(C(=C1)C1=CC=2N(C(=C1)N1CCOCC1)N=C(N2)C)C)F 2-tert-butyl-N-{2-fluoro-4-methyl-5-[2-methyl-5-(morpholin-4-yl)-[1,2,4]triazolo[1,5-a]pyridin-7-yl]phenyl}-1,3-oxazole-4-carboxamide